NC=1C2=C(N=CN1)N(C(=C2C2=CC=C(C=C2)OC2=NC(=CC=C2)C)C2=CC=C(C=C2)NC(C(=C)C)=O)C2CC(C2)O N-(4-(4-amino-7-(3-hydroxycyclobutyl)-5-(4-((6-methylpyridin-2-yl)oxy)phenyl)-7H-pyrrolo[2,3-d]pyrimidin-6-yl)phenyl)methacrylamide